C(C)(C)(C)CN(C(O)=O)C[C@@H]1N(CCNC1)C tert-butyl-methyl-{[(2R)-1-methylpiperazine-2-yl]methyl}carbamic acid